NC=1C=C(C=C(C1)C)C(=O)N1CCN(CC1)C(C1=CC=CC=C1)C1=CC=CC=C1 (3-amino-5-methylphenyl)(4-benzhydrylpiperazin-1-yl)methanone